(S)-2-((5-fluoroquinazolin-4-yl)amino)-4-((2-methoxyethyl)(4-(3-methyl-5,6,7,8-tetrahydro-1,8-naphthyridin-2-yl)butyl)amino)butanoic acid FC1=C2C(=NC=NC2=CC=C1)N[C@H](C(=O)O)CCN(CCCCC1=NC=2NCCCC2C=C1C)CCOC